4,4'-(Ethylenedioxy)-bis[2-(4-diethylaminophenyl)quinazoline] C(OC1=NC(=NC2=CC=CC=C12)C1=CC=C(C=C1)N(CC)CC)COC1=NC(=NC2=CC=CC=C12)C1=CC=C(C=C1)N(CC)CC